3-(2-oxo-2,3-dihydro-1H-benzo[d]imidazol-1-yl)isonicotinic acid O=C1NC2=C(N1C1=C(C(=O)O)C=CN=C1)C=CC=C2